(S)-3-methyl-2-(2,2,7-trifluoro-3-oxo-6-(perfluorophenyl)-2,3-dihydro-4H-benzo[b][1,4]oxazin-4-yl)butanoic acid CC([C@@H](C(=O)O)N1C2=C(OC(C1=O)(F)F)C=C(C(=C2)C2=C(C(=C(C(=C2F)F)F)F)F)F)C